C1(NC(C2=C3C(C=CC=C13)=CC=C2)=O)=O 1H-benzo[de]isoquinoline-1,3(2H)-dione